CN1CCC(CC1)([2H])OC1=C(C=C(C=C1)[N+](=O)[O-])C 1-methyl-4-(2-methyl-4-nitrophenoxy)piperidine-4-d